FC1=CC=C(C=C1)C=1SN=C2C1N=CNC2=O 3-(4-fluorophenyl)isothiazolo[4,3-d]pyrimidin-7(6H)-one